(S)-methyl-4-bromo-3-(((1-(3-ethoxy-4-methoxyphenyl)-2-(methylsulfonyl)ethyl)amino)methyl)thiophene-2-carboxylate COC(=O)C=1SC=C(C1CN[C@H](CS(=O)(=O)C)C1=CC(=C(C=C1)OC)OCC)Br